N-(6-(4H-1,2,4-triazol-4-yl)-1H-indazol-4-yl)-3-(3-((3-chloro-4-(trifluoromethoxy)benzyl)amino)propoxy)propanamide N=1N=CN(C1)C1=CC(=C2C=NNC2=C1)NC(CCOCCCNCC1=CC(=C(C=C1)OC(F)(F)F)Cl)=O